5-CHLORO-1-CYCLOPENTYL-3-(PROPAN-2-YL)-1H-PYRAZOLE-4-CARBALDEHYDE ClC1=C(C(=NN1C1CCCC1)C(C)C)C=O